N-butyl-N'-methylimidazole C(CCC)N1CN(C=C1)C